O=C1NC(CC[C@H]1NC1=CC(=C(C=C1)N1CCC(CC1)(O)CC(=O)OC(C)(C)C)F)=O |r| Racemic-tert-butyl 2-(1-(4-((2,6-dioxopiperidin-3-yl)amino)-2-fluorophenyl)-4-hydroxypiperidin-4-yl)acetate